7-((1R,2R,3R,5S)-5-acetoxy-2-((1E,3S,4S)-7-cyclopropyl-3-hydroxy-4-methylhept-1-en-6-yn-1-yl)-3-hydroxycyclopentyl)heptanoic acid methyl ester COC(CCCCCC[C@@H]1[C@H]([C@@H](C[C@@H]1OC(C)=O)O)\C=C\[C@H]([C@H](CC#CC1CC1)C)O)=O